Ethoxymethoxycyclododecane C(C)OCOC1CCCCCCCCCCC1